3-[Di(tetrahydrofuran-2-yl)methyl]furan O1C(CCC1)C(C1=COC=C1)C1OCCC1